CN(C)CC1=CC=C(C(=C1C(=O)OC(C)(C)C)OC)CCB1OC(C(O1)(C)C)(C)C Tert-butyl 6-((dimethylamino)methyl)-2-methoxy-3-(2-(4,4,5,5-tetramethyl-1,3,2-dioxaborolan-2-yl)ethyl)benzoate